tert-Butyl Dodecylcarbamate C(CCCCCCCCCCC)NC(OC(C)(C)C)=O